(1-(4'-(methylsulfonyl)-[1,1'-biphenyl]-4-yl)-2-oxopiperidin-3-yl)-3-(4-(trifluoromethyl)phenyl)urea CS(=O)(=O)C1=CC=C(C=C1)C1=CC=C(C=C1)N1C(C(CCC1)NC(=O)NC1=CC=C(C=C1)C(F)(F)F)=O